4,4'-isopropylidenebis(2-t-butylphenol) C(C)(C)(C1=CC(=C(C=C1)O)C(C)(C)C)C1=CC(=C(C=C1)O)C(C)(C)C